1-(4-(6-chloro-8-fluoro-7-(2-fluoro-6-hydroxyphenyl)-2-(2-((R)-3-hydroxy-pyrrolidin-1-yl)ethylamino)quinazolin-4-yl)piperazin-1-yl)prop-2-en-1-one ClC=1C=C2C(=NC(=NC2=C(C1C1=C(C=CC=C1O)F)F)NCCN1C[C@@H](CC1)O)N1CCN(CC1)C(C=C)=O